BrC=1C=C(C(=NC1)OC)NS(=O)(=O)C1=CC(=CC=C1)Cl N-(5-Bromo-2-methoxypyridin-3-yl)-3-chlorobenzenesulfonamide